N-((1r,4r)-4-(aminomethyl)cyclohexyl)-2-(1H-imidazol-1-yl)-5H-pyrrolo[3,2-d]pyrimidine-4-carboxamide NCC1CCC(CC1)NC(=O)C=1C2=C(N=C(N1)N1C=NC=C1)C=CN2